2-fluoro-N-(3-((6-(methylamino)pyrimidin-4-yl)oxy)phenyl)acetamide FCC(=O)NC1=CC(=CC=C1)OC1=NC=NC(=C1)NC